3-{5-[2-Methoxy-4-(trifluoromethyl)phenyl]-1,3-oxazol-2-yl}benzoic acid COC1=C(C=CC(=C1)C(F)(F)F)C1=CN=C(O1)C=1C=C(C(=O)O)C=CC1